epoxy-1,3,4-thiadiazole S1C2=NN=C1O2